6-Chloro-1-(4-chloro-6-(2-propanyl)-5-pyrimidinyl)-7-(2-fluorophenyl)-4-((2S)-2-methyl-4-(2-propenoyl)-1-piperazinyl)pyrido[2,3-d]pyrimidin ClC1=CC2=C(N(CN=C2N2[C@H](CN(CC2)C(C=C)=O)C)C=2C(=NC=NC2C(C)C)Cl)N=C1C1=C(C=CC=C1)F